[Th].[Re] rhenium-thorium